methyl ether nonanoate C(CCCCCCCC)(=O)O.COC